N-(tert-butyl)-3-((2-((4-(4-(((2-(2,6-dioxopiperidin-3-yl)-1-oxoisoindolin-5-yl)methyl)(methyl)amino)piperidin-1-yl)phenyl)amino)-5-methylpyrimidin-4-yl)amino)benzenesulfonamide C(C)(C)(C)NS(=O)(=O)C1=CC(=CC=C1)NC1=NC(=NC=C1C)NC1=CC=C(C=C1)N1CCC(CC1)N(C)CC=1C=C2CN(C(C2=CC1)=O)C1C(NC(CC1)=O)=O